Cl.ClC=1C2=C(N=CN1)CNCC2 4-chloro-5,6,7,8-tetrahydropyrido[3,4-d]pyrimidine hydrochloride